CC(C(N1CC(CCC1)C=1N=NNN1)=O)OC1=CC=C2C(=CCOC2=C1)C1=CC=CC=C1 7-[1-methyl-2-oxo-2-[3-(2H-tetrazol-5-yl)-1-piperidyl]ethoxy]-4-phenyl-chromen